2,2,5,5-tetramethyl-1-(2-methylbut-3-yn-2-yl)-1,2,5-azadisilolidine C[Si]1(N([Si](CC1)(C)C)C(C)(C#C)C)C